OCC1([C@@H](O)[C@H](O)[C@H](O1)CO)OC[C@@H]1[C@H]([C@@H]([C@@](CO)(O1)OC[C@@H]1[C@H]([C@@H]([C@@](CO)(O1)O[C@@H]1[C@H]([C@@H]([C@](CO)(O)OC1)O)O)O)O)O)O D-fructofuranosyl-(2→6)-β-D-fructofuranosyl-(2→6)-β-D-fructofuranosyl-(2→5)-α-L-sorbopyranose